1-(4-((4-((tert-butyldimethylsilyl)oxy)phenoxy)methyl)-3,5-difluorophenyl)-3-nitro-1H-1,2,4-triazole [Si](C)(C)(C(C)(C)C)OC1=CC=C(OCC2=C(C=C(C=C2F)N2N=C(N=C2)[N+](=O)[O-])F)C=C1